ClCC(=O)NCCC(O)C1=CC=C(C=C1)F 2-chloro-N-(3-(4-fluorophenyl)-3-hydroxypropyl)acetamide